C(C1=CC=CC=C1)OC[C@]1(CN(CC1)C(C)(C)C1=NC=CC=C1)CCC1=NC=C(C#N)C=C1 (R)-6-(2-(3-((benzyloxy)methyl)-1-(2-(pyridin-2-yl)propan-2-yl)pyrrolidin-3-yl)ethyl)nicotinonitrile